C(#N)C(CCC(=O)O)(C)SC(=S)SCCCCCCCCCCCC 4-cyano-4-(dodecyl-thiothiocarbonyl)sulfanyl-pentanoic acid